C(C)(CC)NO sec-Butylhydroxylamin